BrC1=NC2=C(N1C(C)C)C=CC=C2N2C1=CC=CC=C1C=1C=CC=CC21 9-(2-bromo-1-isopropylbenzimidazol-4-yl)-9H-carbazole